COC(=O)C1C(NN=C(C1)C1=CC=C(C=C1)C(F)(F)F)=O 3-oxo-6-[4-(trifluoromethyl)phenyl]-2,3,4,5-tetrahydropyridazine-4-carboxylic acid methyl ester